tert-butyl (2R,4R)-4-(methanesulfonyloxy)-2-(methoxymethyl)pyrrolidine-1-carboxylate CS(=O)(=O)O[C@@H]1C[C@@H](N(C1)C(=O)OC(C)(C)C)COC